FC1=CC(=C(C=C1[N+](=O)[O-])NC1=NC=CC(=N1)C1=CN(C2=CC=CC=C12)C12CC(C1)(C2)C#N)OC 3-(3-(2-((4-fluoro-2-methoxy-5-nitrophenyl)amino)pyrimidin-4-yl)-1H-indol-1-yl)bicyclo[1.1.1]pentane-1-carbonitrile